C(C1=CC=CC=C1)OC=1C=C2C=CC3=C(COC3)C2=C(C1)B1OC(C(O1)(C)C)(C)C 2-(7-(benzyloxy)-1,3-dihydronaphtho[1,2-c]furan-9-yl)-4,4,5,5-tetramethyl-1,3,2-dioxaborolane